N-(2-(7-fluoro-1'-((1s,4s)-4-isopropylcyclohexyl)-3-oxo-1H-spiro[isoquinoline-4,4'-piperidin]-2(3H)-yl)ethyl)methanesulfonamide FC1=CC=C2C(=C1)CN(C(C21CCN(CC1)C1CCC(CC1)C(C)C)=O)CCNS(=O)(=O)C